CC1=C(C=CC=C1)C(C#N)=C1C(SC=C1)=NOS(=O)(=O)CCC 2-methyl-α-[2-[[[(n-propyl)sulfonyl]oxy]imino]-3(2H)-thienylidene]-benzeneacetonitrile